CC(C)N1N=NC2=C1C=CC(=C2)C2=NOC(=N2)C2=NC=CC=C2O 2-{3-[1-(propan-2-yl)-1H-1,2,3-benzo-triazol-5-yl]-1,2,4-oxadiazol-5-yl}pyridin-3-ol